2-(4-iodophenyl)ethanol IC1=CC=C(C=C1)CCO